6-Isopropoxy-2-((1R,4R)-1-methyl-2-oxabicyclo[2.2.1]heptan-4-yl)-N-(pyrazolo[1,5-a]pyrimidin-3-yl)-2H-indazole-5-carboxamide C(C)(C)OC=1C(=CC2=CN(N=C2C1)[C@]12CO[C@](CC1)(C2)C)C(=O)NC=2C=NN1C2N=CC=C1